4-(2-((3-(hydroxy-carbamoyl)phenyl)amino)-5-(trifluoromethyl)-1H-benzo[d]imidazol-6-yl)-N,N-dimethylbenzamide ONC(=O)C=1C=C(C=CC1)NC1=NC2=C(N1)C=C(C(=C2)C(F)(F)F)C2=CC=C(C(=O)N(C)C)C=C2